C(C1=CC=CC=C1)C1=C(C=CC(=C1)C)CC(CN1CCN(CC1)C)O (2-Benzyl-4-methylphenyl)-3-(4-methylpiperazin-1-yl)propan-2-ol